[K+].N[C@@H](CCCNC(N)=N)C(=O)[O-] L-arginine, potassium salt